methyl-tert-Butyl ether COC(C)(C)C